CNC([C@H](C(C)(C)C)NC(NCCCN1C(=NC=C1)[N+](=O)[O-])=O)=O (2S)-N,3,3-trimethyl-2-({[3-(2-nitro-1H-imidazol-1-yl)propyl]carbamoyl}amino)butanamide